FC(C1=NC(=NC(=N1)C(F)(F)F)N1[C@@H](C=2NC3=CC=C(C=C3C2CC1)Cl)C[C@H](CCOC)O)(F)F (2R)-1-{(1R)-2-[4,6-bis(trifluoromethyl)-1,3,5-triazin-2-yl]-6-chloro-2,3,4,9-tetrahydro-1H-pyrido[3,4-b]indol-1-yl}-4-methoxybutan-2-ol